ClC1=C(C(=O)NC=2C=NC(=C(C2)Cl)N2N=CC=N2)C=C(C(=C1)C1=CN(C(C(=C1)F)=O)C)F 2-Chloro-N-(5-chloro-6-(2H-1,2,3-triazol-2-yl)pyridin-3-yl)-5-fluoro-4-(5-fluoro-1-methyl-6-oxo-1,6-dihydropyridin-3-yl)benzamide